(R)-N-(1-(3-amino-5-(trifluoromethyl)phenyl)ethyl)-6-methoxy-2-methyl-7-morpholinoquinazolin-4-amine NC=1C=C(C=C(C1)C(F)(F)F)[C@@H](C)NC1=NC(=NC2=CC(=C(C=C12)OC)N1CCOCC1)C